(S)-2-(7-methoxy-4-oxo-benzo[d][1,2,3]triazin-3(4H)-yl)-N-(1-p-tolylethyl)acetamide COC=1C=CC2=C(N=NN(C2=O)CC(=O)N[C@@H](C)C2=CC=C(C=C2)C)C1